ethyl (S)-3-(benzyl((R)-1-phenylethyl) amino)-3-(3-bromophenyl)propanoate C(C1=CC=CC=C1)N([C@@H](CC(=O)OCC)C1=CC(=CC=C1)Br)[C@H](C)C1=CC=CC=C1